FC(C1=NN=C(S1)N1N=CC2=C(C=C(C=C12)S(=O)(=O)NC(C)C)N1CCN(CC1)C(C(C)C)=O)F 1-[4-(1-[5-(difluoromethyl)(1,3,4-thiadiazol-2-yl)]-6-{[(methylethyl)amino]sulfonyl}(1H-indazol-4-yl))piperazinyl]-2-methylpropan-1-one